1-bromo-3-[2-(1-ethoxyethoxy)ethyl]benzene BrC1=CC(=CC=C1)CCOC(C)OCC